trifluoromethanesulfonic acid-3-(trimethylsilyl)-2-naphthyl ester C[Si](C=1C(=CC2=CC=CC=C2C1)OS(=O)(=O)C(F)(F)F)(C)C